FC1=C(C=C(C=C1C)N1C(=NC2=C(C1=O)CCN([C@H]2C)C(=O)OC(C)(C)C)N2C(N(CC2)C2=CC=CC=C2)=O)C tert-butyl (S)-3-(4-fluoro-3,5-dimethylphenyl)-8-methyl-4-oxo-2-(2-oxo-3-phenylimidazolidin-1-yl)-4,5,6,8-tetrahydropyrido[3,4-d]pyrimidine-7(3H)-carboxylate